BrC=1C(=C(N(C1C(F)(F)F)COCC)C1=CC=C(C=C1)Cl)C#N 4-bromo-2-(4-chlorophenyl)-1-ethoxymethyl-5-trifluoromethyl-3-cyanopyrrole